(R)-6-(2-((1-cyclopropylethyl)amino)-7H-pyrrolo[2,3-d]pyrimidin-5-yl)-4,4-dimethyl-3,4-dihydroisoquinolin-1(2H)-one C1(CC1)[C@@H](C)NC=1N=CC2=C(N1)NC=C2C=2C=C1C(CNC(C1=CC2)=O)(C)C